COC(=O)C=1C=CC2=C(N(C(=N2)CN2CCC(CC2)N2N=C(C(=C2)C(F)(F)F)OCC2=C(C=C(C=C2)C#N)F)C[C@H]2OCC2)C1 (S)-2-((4-(3-((4-cyano-2-fluorobenzyl)oxy)-4-(trifluoromethyl)-1H-pyrazol-1-yl)piperidin-1-yl)methyl)-1-(oxetan-2-ylmethyl)-1H-benzo[d]imidazole-6-carboxylic acid methyl ester